C(C)(C)(C)OC(=O)N1CC(C1)CCC(=O)O 3-(1-tert-butoxycarbonylazetidin-3-yl)propanoic acid